FC(OC1=CC(=NC=C1)C=1N=C(C2=C(N1)CCC2)N(CC(=O)NC2=NC=C(C=C2)OC)C)F 2-({2-[4-(difluoromethoxy)pyridin-2-yl]-5H,6H,7H-cyclopenta[d]pyrimidin-4-yl}(methyl)amino)-N-(5-methoxypyridin-2-yl)acetamide